2-[(5-methoxy-2,3-dihydro-1H-inden-1-yl)oxy]isoindoline-1,3-dione COC=1C=C2CCC(C2=CC1)ON1C(C2=CC=CC=C2C1=O)=O